BrC=1C=C2C(=NC1Cl)N=C(O2)N2CCN(CC2)C(=O)OC(C)(C)C tert-Butyl 4-(6-bromo-5-chlorooxazolo[4,5-b]pyridin-2-yl)piperazine-1-carboxylate